N-(thiophen-2-ylmethyl)benzofuran-2-carboxamide S1C(=CC=C1)CNC(=O)C=1OC2=C(C1)C=CC=C2